monosulfo-p-xylene S(=O)(=O)(O)C1=C(C=CC(=C1)C)C